CC(CNCC1(COC1)C)(C)C N-(2,2-dimethylpropyl)-3-methyl-3-oxetanemethanamine